(7E,9Z)-dodeca-7,9-dien-1-ol C(CCCCC\C=C\C=C/CC)O